C(C)(=O)C=1C=C(C(=CC1CC=C)OC)O p-acetyl-eugenol